CC1=NC=CC(=C1)C1=C([N+](=CC2=CC3=C(C=C12)C=NN3C3OCCCC3)[O-])C3CCOCC3 5-(2-methyl-4-pyridyl)-7-oxido-1-tetrahydropyran-2-yl-6-tetrahydropyran-4-yl-pyrazolo[4,3-g]isoquinolin-7-ium